C(C=C)(=O)N1C[C@@H](N(C[C@H]1C)C=1C2=C(N(C(N1)=O)C=1C(=NC=CC1C)C(C)C)N=C(C(=C2)F)C2=C(C=CC=C2O)F)C 4-((2S,5R,M)-4-propenoyl-2,5-dimethylpiperazin-1-yl)-6-fluoro-7-(2-fluoro-6-hydroxyphenyl)-1-(2-isopropyl-4-methylpyridin-3-yl)pyrido[2,3-d]pyrimidin-2(1H)-one